NC1=NC=C(C2=C1C(=C(N2C)C2=CC=C(C=C2)NC(C=C)=O)C2=CC=C(C=C2)OC2=NC=CC(=N2)C)C#N N-(4-(4-amino-7-cyano-1-methyl-3-(4-((4-methylpyrimidin-2-yl)oxy)phenyl)-1H-pyrrolo[3,2-c]pyridin-2-yl)phenyl)acrylamide